O[C@@H]1[C@H]([C@@H](O[C@@H]([C@H]1O)CO)OC1=CC(=C(C(=C1)O)C(CCC1=CC=C(C=C1)O)=O)O)O[C@@H]1O[C@H]([C@@H]([C@H]([C@H]1O)O)O)C 1-[4-[(2S,3R,4S,5S,6R)-4,5-dihydroxy-6-(hydroxymethyl)-3-[(2S,3R,4R,5R,6S)-3,4,5-trihydroxy-6-methyloxan-2-yl]oxyoxan-2-yl]oxy-2,6-dihydroxyphenyl]-3-(4-hydroxyphenyl)propan-1-one